2-cyclopropyl-N-(1-cyclopropyl-3-methoxy-1H-pyrazol-4-yl)pyrimidine-5-carboxamide C1(CC1)C1=NC=C(C=N1)C(=O)NC=1C(=NN(C1)C1CC1)OC